C(C)N(C1=C(C(=O)O)C=C(C(=C1CCCCCC)C(C1=CC=CC=C1)=O)O)CC.C(C)C=1C(=NN=NC1)CCCCCC Ethylhexyltriazine 2-Diethylaminohydroxybenzoyl-hexyl-benzoate